2-(2-chloro-4-fluorophenyl)-N-[6-(3-fluorophenylamino)pyridazin-4-yl]acetamide ClC1=C(C=CC(=C1)F)CC(=O)NC1=CN=NC(=C1)NC1=CC(=CC=C1)F